C(C)(=O)O[C@H]1/C=C/[C@@H]([C@H](C(C(C[C@H](CC[C@]1(C)O)O)=O)=O)/C(=C/C=C/[C@H](COC(=O)N1[C@H](CCC1)C)C)/C)C (2S)-2-methylpyrrolidine-1-carboxylic acid [(2r,3e,5e)-6-[(2S,3S,4e,6S,7S,10S)-6-acetoxy-7,10-dihydroxy-3,7-dimethyl-12-oxo-1-oxocyclododec-4-en-2-yl]-2-methylhept-3,5-dienyl] ester